(2S,3S,4S,5R,6S)-2-((allyloxy)carbonyl)-6-(2-((3-((tert-butoxycarbonyl)amino)propanamido)methyl)-4-(hydroxymethyl)phenoxy)tetrahydro-2H-pyran-3,4,5-triyl triacetate C(C)(=O)O[C@@H]1[C@H](O[C@H]([C@@H]([C@H]1OC(C)=O)OC(C)=O)OC1=C(C=C(C=C1)CO)CNC(CCNC(=O)OC(C)(C)C)=O)C(=O)OCC=C